COC(C1=C(C=C(C=C1)C1CCC1)C#N)=O cyano-4-cyclobutylbenzoic acid methyl ester